tert-butyldimethyl((4-methylenespiro[4.4]nonan-1-yl)oxy)silane C(C)(C)(C)[Si](OC1CCC(C12CCCC2)=C)(C)C